FC1=C(C=C(C(=C1)C=1N=NC(=CC1)NC1C[C@@H]2[C@@H](CN(C2)CC2CCOCC2)C1)F)S(=O)(C)=N (2,5-difluoro-4-(6-(((3aR,5s,6aS)-2-((tetrahydro-2H-pyran-4-yl)methyl)octahydrocyclopenta[c]pyrrol-5-yl)amino)pyridazin-3-yl)phenyl)(imino)(methyl)-λ6-sulfanone